C(C)(C)(C)OC(=O)N1CCC(CC1)C(C1=CC=C(C=C1)F)C#N 4-[cyano-(4-fluorophenyl)methyl]piperidine-1-carboxylic acid tert-butyl ester